N-((1R,3s,5S)-8-azabicyclo[3.2.1]oct-3-yl)-N-methyl-4-(2-(1-methyl-1H-pyrazolo[3,4-b]pyrazin-3-yl)cyclopropyl)benzamide [C@H]12CC(C[C@H](CC1)N2)N(C(C2=CC=C(C=C2)C2C(C2)C2=NN(C1=NC=CN=C12)C)=O)C